12-oxo-9,13-octadecadienoic acid O=C(CC=CCCCCCCCC(=O)O)C=CCCCC